NC1(CCN(CC1)C1=C(N=C2C(=N1)NN=C2C2=C(C(=CC=C2)Cl)Cl)C(C)O)C 1-(6-(4-amino-4-methylpiperidin-1-yl)-3-(2,3-dichlorophenyl)-1H-pyrazolo[3,4-b]pyrazin-5-yl)ethanol